FC1=C(C(=CC=C1)F)[Sn](CCCC)(CCCC)CCCC 2,6-difluorophenyl-tributyltin